1-methyl-3-(quinolin-6-yl)-1H-pyrazole-4-carbaldehyde CN1N=C(C(=C1)C=O)C=1C=C2C=CC=NC2=CC1